C(C)(C)(C)OC(=O)NCC=1C=C(C=CC1)N1N=C(C=C1C(=O)NC=1C=C(C=CC1)C(C1=C(C=CC2=CC=CC=C12)OC)N(C(OC(C)(C)C)=O)CC1CC1)C(F)(F)F tert-butyl ((3-(1-(3-(((tert-butoxycarbonyl)amino)methyl)phenyl)-3-(trifluoromethyl)-1H-pyrazole-5-carboxamido)phenyl)(2-methoxynaphthalen-1-yl)methyl)(cyclopropylmethyl)carbamate